COCCC1=CC=CC2=C1N=C(O2)C2CCN(CC2)C(=O)OC(C)(C)C tert-butyl 4-[4-(2-methoxyethyl)-1,3-benzoxazol-2-yl]piperidine-1-carboxylate